N1=CC=C(C=C1)C1=CC(=NO1)C1=CC=C(N)C=C1 4-(5-(pyridin-4-yl)isoxazol-3-yl)aniline